tert-butyl (tert-butoxycarbonyl)(7-(5,6-dichloropyridin-2-yl)-[1,2,4]triazolo[1,5-a]pyridin-2-yl)carbamate C(C)(C)(C)OC(=O)N(C(OC(C)(C)C)=O)C1=NN2C(C=C(C=C2)C2=NC(=C(C=C2)Cl)Cl)=N1